OC(CC1(CCC(O1)=O)C)(C)C 5-(2-hydroxy-2-methyl-propyl)-5-methyl-tetrahydrofuran-2-one